ClC1=C(C=CC=C1C(N(C)C)=O)N1N=CC2=C1COC[C@@H]2NC(=O)C=2N=CN1C2CCCC1 (R)-N-(1-(2-chloro-3-(dimethylcarbamoyl)phenyl)-1,4,5,7-tetrahydropyrano[3,4-c]pyrazol-4-yl)-5,6,7,8-tetrahydroimidazo[1,5-a]pyridine-1-carboxamide